C(=C\C1=CC=C(C=C1S(=O)(=O)[O-])NC(C1=CC=C(C=C1)[N+](=O)[O-])=O)/C1=CC=C(C=C1S(=O)(=O)[O-])NC(C1=CC=C(C=C1)[N+](=O)[O-])=O.[Na+].C1=CCCCC1.[Na+] cyclohexaneN Sodium (E)-6,6'-(ethene-1,2-diyl)bis(3-(4-nitrobenzamido)benzenesulfonate)